C(N)(=O)C1=C(C=C(C=N1)C1=CC=2C(=NC=C(C2)C(=O)NC=2C(=NC=C(C2)NC(CN2C(CCC2)(C)C)=O)C)N1)F 2-(6-carbamoyl-5-fluoropyridin-3-yl)-N-(5-(2-(2,2-dimethylpyrrolidin-1-yl)acetamido)-2-methylpyridin-3-yl)-1H-pyrrolo[2,3-b]pyridine-5-carboxamide